3-Bromo-2-hydroxypyridin BrC=1C(=NC=CC1)O